NCC(CN1C(N(C=C1)CC=1SC(=CC1)C1=CC=2N(C=C1)N=CN2)=O)=C(F)F 1-[2-(aminomethyl)-3,3-difluoro-allyl]-3-[[5-([1,2,4]triazolo[1,5-a]pyridin-7-yl)-2-thienyl]methyl]imidazol-2-one